OCCN(C(OCOP(=O)(OC(C)(C)C)OC(C)(C)C)=O)C ((di-tert-butoxyphosphoryl)oxy)methyl (2-hydroxyethyl)(methyl)carbamate